C=1N=CN2C1C=C(C=C2)C2=C(C=C1CCCC1=C2N=C=O)C#N 6-(imidazo[1,5-a]pyridin-7-yl)-7-isocyanato-2,3-dihydro-1H-indene-5-carbonitrile